C[N+](C)(C)C.C(=C)OCCO[C@H]1C[C@H]2CC[C@H]3[C@@H]4CC[C@H]([C@@H](CCC(=O)[O-])C)[C@]4(CC[C@@H]3[C@]2(CC1)C)C 3α-vinyloxyethyloxy-5β-cholanic acid tetramethylammonium salt